2-(3-Chloro-4-(6-(1-methylcyclopropoxy)-9-((4-methylpyridin-2-yl)methyl)-9H-purin-8-yl)phenyl)acetic acid Sodium hydroxide [OH-].[Na+].ClC=1C=C(C=CC1C=1N(C2=NC=NC(=C2N1)OC1(CC1)C)CC1=NC=CC(=C1)C)CC(=O)O